(E)-3-methyl-4-(4-methoxyphenyl)-but-3-en-2-one C/C(/C(C)=O)=C\C1=CC=C(C=C1)OC